CC1(O[C@@H]2[C@H](O1)C(=C[C@H]2N2C=CC=1C(=NC=CC12)C)C=C)C 1-((3aS,4R,6aR)-2,2-Dimethyl-6-vinyl-3a,6a-dihydro-4H-cyclopenta[d][1,3]dioxol-4-yl)-4-methyl-1H-pyrrolo[3,2-c]pyridine